2-((1RS,4SR,6RS)-6-((5-cyclopropyl-3-(2,6-dichlorophenyl)isoxazol-4-yl)methoxy)-2-azabicyclo[2.2.1]heptan-2-yl)benzo[d]thiazole-6-carboxylic acid C1(CC1)C1=C(C(=NO1)C1=C(C=CC=C1Cl)Cl)CO[C@@H]1C[C@H]2CN([C@@H]1C2)C=2SC1=C(N2)C=CC(=C1)C(=O)O |r|